4-{[(2S,6R)-6-(4-benzoylamino-2-oxopyrimidin-1(2H)-yl)-4-tritylmorpholin-2-yl]methoxy}-4-oxobutanoic acid C(C1=CC=CC=C1)(=O)NC1=NC(N(C=C1)[C@@H]1O[C@@H](CN(C1)C(C1=CC=CC=C1)(C1=CC=CC=C1)C1=CC=CC=C1)COC(CCC(=O)O)=O)=O